3-[[4-[2-(tert-butoxycarbonylamino)-5,5-dimethyl-hexoxy]-6-(2,6-dimethylphenyl)pyrimidin-2-yl]sulfamoyl]benzoic acid C(C)(C)(C)OC(=O)NC(COC1=NC(=NC(=C1)C1=C(C=CC=C1C)C)NS(=O)(=O)C=1C=C(C(=O)O)C=CC1)CCC(C)(C)C